1-dipropylamino-1,4-disilabutane C(CC)N([SiH2]CC[SiH3])CCC